4-(3-(trifluoromethyl)piperidin-1-yl)pteridine FC(C1CN(CCC1)C1=NC=NC2=NC=CN=C12)(F)F